rac-(5s,7s)-1-[(7-fluoro-5-phenyl-6,7-dihydro-5H-pyrrolo[1,2-b][1,2,4]triazol-2-yl)methyl]cyclopropanecarbonitrile F[C@H]1C[C@H](N2N=C(N=C21)CC2(CC2)C#N)C2=CC=CC=C2 |r|